CC1(OB(OC1(C)C)C=1C=NC(=NC1)C1(CCC1)NC(OC(C)(C)C)=O)C tert-butyl N-{1-[5-(4,4,5,5-tetramethyl-1,3,2-dioxaborolan-2-yl)pyrimidin-2-yl]cyclobutyl}carbamate